trans-3-({3-[(1H-indol-6-ylmethyl)amino]pyrido[2,3-b]pyrazin-6-yl}amino)cyclobutan-1-ol N1C=CC2=CC=C(C=C12)CNC1=CN=C2C(=N1)N=C(C=C2)N[C@@H]2C[C@H](C2)O